NC1=NC=C(C2=C1C(=NN2C(C)C)C2=CC(=C(C=C2F)NS(=O)(=O)C2=C(C=CC(=C2)OCC)F)F)C2CCC(CC2)NCC(C)F N-(4-(4-amino-7-((1r,4r)-4-((2-fluoropropyl)amino)cyclohexyl)-1-isopropyl-1H-pyrazolo[4,3-c]pyridin-3-yl)-2,5-difluorophenyl)-5-ethoxy-2-fluorobenzenesulfonamide